FC1(CC1)C(=O)C=1N=C2N(N1)C(CC2F)C2=CC=CC=C2 (1-Fluorocyclopropyl)(7-fluoro-5-phenyl-6,7-dihydro-5H-pyrrolo[1,2-b][1,2,4]triazol-2-yl)methanone